2-((4-(2-(4-chloro-2-fluorophenyl)-4-fluoro-2H-chromen-8-yl)piperidin-1-yl)methyl)-1-(((S)-oxetan-2-yl)methyl)-1H-imidazolo[4,5-b]pyridine-6-carboxylic acid ClC1=CC(=C(C=C1)C1OC2=C(C=CC=C2C(=C1)F)C1CCN(CC1)CC=1N(C=2C(=NC=C(C2)C(=O)O)N1)C[C@H]1OCC1)F